5-(4-fluorophenyl)-4-oxo-4H-[1,3'-bipyridine]-3-carboxylic acid FC1=CC=C(C=C1)C=1C(C(=CN(C1)C=1C=NC=CC1)C(=O)O)=O